(4-(4,4,5,5-tetramethyl-1,3,2-dioxaborolan-2-yl)phenyl)pyrrolidine CC1(OB(OC1(C)C)C1=CC=C(C=C1)N1CCCC1)C